(S)-8-(2-amino-6-((R)-1-(4'-(diethylcarbamoyl)-[1,1'-biphenyl]-4-yl)-2,2,2-trifluoroethoxy)pyrimidin-4-yl)-2,8-diazaspiro[4.5]decane-3-carboxylic acid NC1=NC(=CC(=N1)N1CCC2(C[C@H](NC2)C(=O)O)CC1)O[C@@H](C(F)(F)F)C1=CC=C(C=C1)C1=CC=C(C=C1)C(N(CC)CC)=O